2-chloro-N-(pyridin-3-yl)acetamide hydrochloride Cl.ClCC(=O)NC=1C=NC=CC1